COC1=C(C(=O)P(CCCCCCCC)(C(C2=CC=CC=C2)=O)=O)C(=CC=C1)OC 2,6-dimethoxybenzoylbenzoyloctylphosphine oxide